FC1=NC(=C2N=CN(C2=N1)C1OCC1)NCC1=C(C(=CC=C1)Cl)Cl 2-fluoro-6-[(2,3-dichlorobenzyl)amino]-9-(oxetan-2-yl)-9H-purine